C(#N)C1=CC=C2C(=CNC2=C1)S(=O)(=O)NC=1C(=NC(=C(C1)F)OCC(F)F)OC 6-Cyano-N-[6-(2,2-difluoroethoxy)-5-fluoro-2-methoxypyridin-3-yl]-1H-indol-3-sulfonamid